Cl.NC(C(=O)O)CC1CCC1 2-amino-3-cyclobutylpropanoic acid hydrochloride